N(=NCl)Cl AZO chloride